FC=1C=C2C(N[C@]3(C(N(CC3)CC3=C(C=C(C(=C3)F)F)F)=O)C2=CC1)=O (S)-5-fluoro-1'-(2,4,5-trifluorobenzyl)spiro[isoindoline-1,3'-pyrrolidine]-2',3-dione